COCC1CN(C2=CC=CC=C12)C(=O)OC(C)(C)C tert-butyl 3-(methoxymethyl)indoline-1-carboxylate